C(C)C=1N=C(NC1CC)C1=CC=CC(=N1)N1CCNCCC1 1-[6-(4,5-Diethyl-1H-imidazol-2-yl)pyridin-2-yl]-1,4-diazepane